C(CCCCCCC\C=C/C\C=C/CCCCC)(=O)OCCCCCCCCCCCCCCCCCCCCCCCCCCCCCCCCCCC pentatriacontyl linoleate